N-methyl-2-[[4-(3-methyl-7-morpholino-4-oxo-quinazolin-5-yl)oxycyclohexyl]amino]pyrimidine-4-carboxamide CNC(=O)C1=NC(=NC=C1)NC1CCC(CC1)OC1=C2C(N(C=NC2=CC(=C1)N1CCOCC1)C)=O